C(=O)C(C(=O)OC)C(CC(=O)OC)=O dimethyl 2-formyl-3-oxoglutarate